2,4-dichlorobenzyl-butanone ClC1=C(CCC(CC)=O)C=CC(=C1)Cl